FC=1C=CC=C2C=C(NC(C12)=O)CCCN1CCC(=CC1)C=1C=NC(=CC1)F 8-fluoro-3-(3-(6-fluoro-3',6'-dihydro-[3,4'-bipyridine]-1'(2'H)-yl)propyl)isoquinolin-1(2H)-one